2-methyl-3-(4,4,5,5-tetramethyl-1,3,2-dioxaborolan-2-yl)aniline tert-butyl-6-((8-chloro-2-methyl-1-oxo-1,2-dihydrophthalazin-5-yl)(methyl)amino)-2-azaspiro[3.3]heptane-2-carboxylate C(C)(C)(C)OC(=O)N1CC2(C1)CC(C2)N(C)C2=C1C=NN(C(C1=C(C=C2)Cl)=O)C.CC2=C(N)C=CC=C2B2OC(C(O2)(C)C)(C)C